F[C@H]1[C@@H](CN(CC1)C1=NC2=C(N1CC1=NC=C(C=N1)F)C=C(C=C2)F)N (3R,4R)-4-Fluoro-1-(6-fluoro-1-((5-fluoro-2-pyrimidinyl)methyl)-1H-benzimidazol-2-yl)-3-piperidinamin